N-[[4-(5-amino-4-cyano-1-tetrahydrofuran-3-yl-pyrazol-3-yl)phenyl]methyl]-5-fluoro-2-methoxy-benzamide NC1=C(C(=NN1C1COCC1)C1=CC=C(C=C1)CNC(C1=C(C=CC(=C1)F)OC)=O)C#N